C[C@H]1[C@@H]([C@H]([C@H]([C@@H](O1)OC2=CC(=C3C(=C2)OC(=C(C3=O)O[C@H]4[C@@H]([C@H]([C@H]([C@H](O4)CO)O)O)O)C5=CC=C(C=C5)O)O)O)O)O The molecule is a glycosyloxyflavone that is kaempferol attached to a beta-D-galactopyranosyl residue at position 3 and a alpha-L-rhamnopyranosyl residue at position 7 via glycosidic linkages. Isolated from the aerial parts of Vicia faba and Lotus edulis, it exhibits inhibitory activity against topoisomerase I. It has a role as a metabolite, an EC 5.99.1.2 (DNA topoisomerase) inhibitor and a plant metabolite. It is an alpha-L-rhamnoside, a beta-D-galactoside, a dihydroxyflavone and a glycosyloxyflavone. It derives from a kaempferol.